sodium behenyltrimethylammonium chloride [Cl-].C(CCCCCCCCCCCCCCCCCCCCC)[N+](C)(C)C.[Na]